C(C)(C)(C)OC(=O)NCCOCCOCCOCCOCCOCC(=O)OCC ethyl 2-[2-[2-[2-[2-[2-(tert-butoxycarbonylamino)ethoxy]ethoxy]ethoxy]-ethoxy]ethoxy]acetate